1,7-bis(4-aminophenyl)tetradecyl-heptane NC1=CC=C(C=C1)C(CCCCCC(CCCCCCC)C1=CC=C(C=C1)N)CCCCCCC